(E)-2-(4-(3,7-Dimethylocta-1,6-dienyl)phenoxy)acetic acid CC(/C=C/C1=CC=C(OCC(=O)O)C=C1)CCC=C(C)C